tert-butyl-2-amino-4-bromo-N-(1-methylpiperidin-4-yl)benzamide C(C)(C)(C)C=1C(=C(C(=O)NC2CCN(CC2)C)C=CC1Br)N